FC=1C=C2C(=C(/C(/C2=CC1)=C/C1=CC=C(C=C1)S(=O)C)C)CC([Se]C)=O Se-methyl (Z)-2-(5-fluoro-2-methyl-1-(4-(methylsulfinyl)benzylidene)-1H-indenyl)ethaneselenoate